3-methyl-4-(1-(6-(trifluoromethyl)pyridin-3-yl)cyclopropyl)-N-(1-(1-trityl-1H-pyrazol-4-yl)ethyl)-1H-pyrrole-2-carboxamide CC1=C(NC=C1C1(CC1)C=1C=NC(=CC1)C(F)(F)F)C(=O)NC(C)C=1C=NN(C1)C(C1=CC=CC=C1)(C1=CC=CC=C1)C1=CC=CC=C1